N1C(=NC2=C1C=CC=C2)C2=CC1=C(C(N(C=C1C1=C(C=CC(=C1)C(C)(C)O)OC1=C(C=C(C=C1C)F)C)C)=O)S2 2-(1H-benzo[d]imidazol-2-yl)-4-(2-(4-fluoro-2,6-dimethylphenoxy)-5-(2-hydroxypropan-2-yl)phenyl)-6-methylthieno[2,3-c]pyridin-7(6H)-one